3-(4-cyclopropyl-6-methoxypyrimidin-5-yl)-1-methyl-5-(2-(1-methyl-4-(trifluoromethyl)-1H-imidazol-2-yl)pyrimidin-5-yl)-4,5,6,7-tetrahydro-1H-pyrazolo[4,3-c]pyridine C1(CC1)C1=NC=NC(=C1C1=NN(C2=C1CN(CC2)C=2C=NC(=NC2)C=2N(C=C(N2)C(F)(F)F)C)C)OC